N-(((2S,5S)-5-(4-Chlorobenzyl)-4-(4-(1,5-dimethyl-1H-pyrazol-3-yl)cyclohexyl)morpholin-2-yl)methyl)-1-methyl-1H-imidazol-4-carboxamid ClC1=CC=C(C[C@H]2CO[C@H](CN2C2CCC(CC2)C2=NN(C(=C2)C)C)CNC(=O)C=2N=CN(C2)C)C=C1